3-cyano-4-(1-hydroxyethyl)-5-(1H-benzimidazol-5-yl)benzamide C(#N)C=1C=C(C(=O)N)C=C(C1C(C)O)C1=CC2=C(NC=N2)C=C1